N-methyl-undecan-1-amine CNCCCCCCCCCCC